BrC1=CC=2C(=NC(=NC2C=2C1=NN(C2)C(F)(F)F)C)O 6-bromo-2-methyl-8-(trifluoromethyl)-8H-pyrazolo[3,4-h]quinazolin-4-ol